FC(CNC(C(=O)NC1=CNC2=C1C=NC=C2)=O)(C2=CC=CC=C2)F N1-(2,2-difluoro-2-phenylethyl)-N2-(1H-pyrrolo[3,2-c]pyridin-3-yl)oxalamide